COC(C1=CN=C(C(=C1)[N+](=O)[O-])NC1=CC=C(C=C1)OC)=O 6-((4-methoxyphenyl)amino)-5-nitronicotinic acid methyl ester